FC1=C(C=CC=C1OC)C=1C(=C2C(=NC(=NN2C1)C=1N(C=CN1)C)NC1CC(C1)OC)C1=CC=CC=C1 6-(2-Fluoro-3-methoxyphenyl)-N-((1r,3r)-3-methoxycyclobutyl)-2-(1-methyl-1H-imidazol-2-yl)-5-phenylpyrrolo[2,1-f][1,2,4]triazin-4-amine